C(C)S(=O)(=O)C=1C(=NC=CC1)N1CC2=NC=C(C=C2C1=O)C(F)(F)F 6-(3-ethylsulfonyl-2-pyridinyl)-3-(trifluoromethyl)-7H-pyrrolo[3,4-b]pyridin-5-one